2-amino-3-(1,2,4-oxadiazol-3-yl)butanoic acid NC(C(=O)O)C(C)C1=NOC=N1